(E)-5-(4-(3,4-dihydroxypyrrolidin-1-yl)styryl)-2-hydroxy-3-methoxybenzaldehyde OC1CN(CC1O)C1=CC=C(/C=C/C=2C=C(C(=C(C=O)C2)O)OC)C=C1